2-tert-butyl-1,1,1-trimethyldistannane C(C)(C)(C)[SnH2][Sn](C)(C)C